Methyl 4-[3-[2,6-dichloro-4-(2-methyltriazolo[4,5-b]pyridin-6-yl)benzoyl]-2,4-dihydro-1,3-benzoxazin-8-yl]-5-fluoro-2-(3-oxa-8-azabicyclo[3.2.1]octan-8-yl)benzoate ClC1=C(C(=O)N2COC3=C(C2)C=CC=C3C3=CC(=C(C(=O)OC)C=C3F)N3C2COCC3CC2)C(=CC(=C1)C1=CC=2C(N=C1)=NN(N2)C)Cl